ClC=1C=C(C=CC1OCC1CC1)C1=CC(=CN=N1)C(=O)NCC=1C(=NC=CC1)N1CC(OCC1)CC 6-[3-chloro-4-(cyclopropylmethoxy)phenyl]-N-[[2-(2-ethylmorpholin-4-yl)-3-pyridinyl]methyl]pyridazine-4-carboxamide